C(C)(C)N1[C@@H](CN(C[C@@H]1C)C1=CC=C(C=2N=CC=NC12)C(=O)OC)C methyl 8-[(3R,5S)-4-isopropyl-3,5-dimethyl-piperazin-1-yl]quinoxaline-5-carboxylate